FC(C=1OC(=CC1C(=O)NC1=NC(=NS1)OC(C)C)C1=CC(=CC=C1)OC)(F)F 2-(trifluoromethyl)-5-(3-methoxyphenyl)-N-(3-(2-propoxy)-1,2,4-thiadiazol-5-yl)furan-3-Formamide